8'-Bromo-7'-fluoro-3-(6-methoxypyridin-2-yl)spiro[cyclobutane-1,1'-pyrrolo[2,3-c]quinolin]-2'(3'H)-one BrC1=CC=2C3=C(C=NC2C=C1F)NC(C31CC(C1)C1=NC(=CC=C1)OC)=O